methyl (2S,3R)-2-amino-3-[[(S)-tert-butylsulfinyl]amino]-3-(2-fluorophenyl)propanoate N[C@H](C(=O)OC)[C@@H](C1=C(C=CC=C1)F)N[S@@](=O)C(C)(C)C